NC[C@@]1(OC2=C(C1)C(=C(C=C2)Cl)C2=C(C(=O)N)C=CC(=C2F)NC)C2=CC=CC=C2 2-((2S,4R)-2-(aminomethyl)-5-chloro-2-phenyl-2,3-dihydrobenzofuran-4-yl)-3-fluoro-4-(methylamino)benzamide